N,N-dimethyl-N-octadecylamine CN(CCCCCCCCCCCCCCCCCC)C